2-(4-amino-6-(pyridin-3-yl)-9H-pyrido[2',3':4,5]pyrrolo[2,3-d]pyrimidin-9-yl)acetic acid NC=1C2=C(N=CN1)N(C1=C2N=C(C=C1)C=1C=NC=CC1)CC(=O)O